6-(Benzo[b]thiophen-5-yl)-5-(naphthalen-2-yl)-2-oxaspiro[3.3]heptane S1C2=C(C=C1)C=C(C=C2)C2C(C1(COC1)C2)C2=CC1=CC=CC=C1C=C2